2,3,4,6-tetraacetoxy-alpha-D-glucopyranose iodide [I-].C(C)(=O)O[C@@]1([C@@H](O)O[C@@H]([C@]([C@@]1(O)OC(C)=O)(O)OC(C)=O)C(O)OC(C)=O)O